C(C)C(C(=O)OCC1CCC(CC1)C=1N(C=C(N1)C(F)(F)F)C)=CB1OC(C(O1)(C)C)(C)C ((1R,4R)-4-(1-methyl-4-(trifluoromethyl)-1H-imidazol-2-yl)cyclohexyl)methanol ethyl-3-(4,4,5,5-tetramethyl-1,3,2-dioxaborolan-2-yl)prop-2-enoate